FC1=C(CBr)C=CC(=C1)F C2,4-difluorobenzyl bromide